OCC=1N(C2=CC=C(C=C2C1)C)C(=O)OC(C)(C)C tert-butyl 2-(hydroxymethyl)-5-methyl-1H-indole-1-carboxylate